FC1=CC=C(C=C1)C(\C=C(/C)\C1=CC=C(C=C1)F)=O (E)-1,3-bis(4-fluorophenyl)but-2-en-1-one